2-[(2-methoxypyridin-3-yl)amino]-4-[(1-oxo-1,2,3,4-tetrahydroisoquinolin-5-yl)amino]pyrimidine-5-carboxamide COC1=NC=CC=C1NC1=NC=C(C(=N1)NC1=C2CCNC(C2=CC=C1)=O)C(=O)N